2-methoxy-5-(Tetramethyl-1,3,2-dioxaborolan-2-yl)phenol COC1=C(C=C(C=C1)B1OC(C(O1)(C)C)(C)C)O